CN1C=C(C=C(C1=O)C=1C=NN(C1OCCN1CC2(CCC(C1)CC2)NC2=C(C=CC=C2)[N+](=O)[O-])C)C(=O)OC methyl 1-methyl-5-[1-methyl-5-(2-{1-[(2-nitrophenyl) amino]-3-azabicyclo[3.2.2]nonan-3-yl} ethoxy) pyrazol-4-yl]-6-oxopyridine-3-carboxylate